4-vinylphenyl-boronic acid C(=C)C1=CC=C(C=C1)B(O)O